(7S)-9-(2,6-difluorophenyl)-3,7-dimethyl-18-thia-2,5,8-triazatetracyclo[8.8.0.02,6.011,17]octadeca-1(10),3,5,8,11(17)-pentaen-14-one FC1=C(C(=CC=C1)F)C1=N[C@H](C2=NC=C(N2C=2SC=3CCC(CCC3C12)=O)C)C